C(#N)C1=C(C=C(C=C1)F)[C@H]([C@H](C)C=1N(C(C(=C(N1)C(=O)NC=1C=NOC1)O)=O)C)C=1C(=NN(C1C)C)C 2-((1s,2s)-1-(2-cyano-5-fluorophenyl)-1-(1,3,5-trimethyl-1H-pyrazol-4-yl)propan-2-yl)-5-hydroxy-N-(isoxazol-4-yl)-1-methyl-6-oxo-1,6-dihydropyrimidine-4-carboxamide